1-(2-(4-aminopyrazolo[1,5-a]pyridine-3-carbonyl)-2-azaspiro[3.3]heptan-6-yl)-3-(3-(trifluoromethyl)phenyl)urea NC=1C=2N(C=CC1)N=CC2C(=O)N2CC1(C2)CC(C1)NC(=O)NC1=CC(=CC=C1)C(F)(F)F